2-((4-cyclopropyl-5-(4-methylbenzyl)thiazol-2-yl)amino)-2-oxoethyl methylsulfamate CNS(OCC(=O)NC=1SC(=C(N1)C1CC1)CC1=CC=C(C=C1)C)(=O)=O